(9H-fluoren-9-yl)methyl ((11S,14S)-11-(4-(dipropylamino)butyl)-1,1,1,2,2-pentafluoro-15-methyl-7,10,13-trioxo-4-oxa-6,9,12-triazahexadec-14-yl)carbamate C(CC)N(CCCC[C@@H](C(NCC(NCOCC(C(F)(F)F)(F)F)=O)=O)NC([C@H](C(C)C)NC(OCC1C2=CC=CC=C2C=2C=CC=CC12)=O)=O)CCC